FC=1C2=C(C=NC1)C(=C(O2)C(=O)NOC[C@H](C)O)NC2=C(C=C(C=C2)I)F 7-fluoro-3-(2-fluoro-4-iodoanilino)-N-[(2S)-2-hydroxypropoxy]furo[3,2-c]pyridine-2-carboxamide